[C@@H](C)(CC)N1C(N(C2(CC2)C1=O)CC=1SC(=NN1)C1=C(C(=C(C=C1)F)O)F)=O (R)-6-(sec-butyl)-4-((5-(2,4-difluoro-3-hydroxyphenyl)-1,3,4-thiadiazol-2-yl)methyl)-4,6-diazaspiro[2.4]heptane-5,7-dione